tert-butyl 3-hydroxy-3-vinyl-piperidine-1-carboxylate OC1(CN(CCC1)C(=O)OC(C)(C)C)C=C